tert-butyl 7-(difluoromethyl)-7-(hydroxymethyl)-4-azaspiro[2.5]octane-4-carboxylate FC(C1(CCN(C2(CC2)C1)C(=O)OC(C)(C)C)CO)F